C(C)(=O)N1C(C(C2=C(C=CC=C12)I)(F)F)=O 1-acetyl-3,3-difluoro-4-iodoindol-2-one